natrium oxide [O-2].[Na+].[Na+]